The molecule is linalool hydroperoxide where the hydroperoxy group is located at position 7 of the linalool skeleton; one of the two main allergenic hydroperoxides formed by autoxidation of linalool. It has a role as an allergen. CC(C)(/C=C/CC(C)(C=C)O)OO